2,5-dioxopyrrolidin-1-yl 2-(dimethylamino)acetate CN(CC(=O)ON1C(CCC1=O)=O)C